Lithium 10-(3-((bis(4-methoxyphenyl) (phenyl) methoxy) methyl)-4-(hydroxymethyl)-3,4-dimethylpyrrolidin-1-yl)-10-oxodecanoate COC1=CC=C(C=C1)C(OCC1(CN(CC1(C)CO)C(CCCCCCCCC(=O)[O-])=O)C)(C1=CC=CC=C1)C1=CC=C(C=C1)OC.[Li+]